C1(=CC=CC=C1)CNC(O)=O phenylmethylcarbamic acid